(E)-butyl-pyridine-2,3-diamine C(CCC)C1=C(C(=NC=C1)N)N